5-(4,4,5,5-tetramethyl-1,3,2-dioxaborolan-2-yl)indolone tert-butyl-(3-bromo-5-chloro-2-(1-methoxyethyl)furo[3,2-b]pyridin-7-yl)(thiophen-2-ylmethyl)carbamate C(C)(C)(C)OC(N(CC=1SC=CC1)C1=C2C(=NC(=C1)Cl)C(=C(O2)C(C)OC)Br)=O.CC2(OB(OC2(C)C)C2=CC1=CC(N=C1C=C2)=O)C